ClC1=C(C=CC=C1F)CC(=O)NC1=CC(=NC=C1)NC(C)=O N-{4-[2-(2-chloro-3-fluorophenyl)acetamido]pyridin-2-yl}acetamide